N1=C(N=C(C=C1)N1C(C2=CC(=C(C=C2C1CC(C)C)OC)OC)=O)C1=NC=CC=N1 2-([2,2'-bipyrimidin]-4-yl)-3-isobutyl-5,6-dimethoxyisoindolin-1-one